2-bromo-3-(4-fluorophenyl)imidazole-4-carbonitrile BrC1=NC=C(N1C1=CC=C(C=C1)F)C#N